disodium ethylenediamine tetra-formate C(=O)ON(CCN(OC=O)OC=O)OC=O.[Na].[Na]